C(C1=CC=CC=C1)OC1=C(OC2=C(C(=C(C(=C2C1=O)OC)OC)OC)OC)C1=CC(=CC=C1)OC Benzyloxy-3',5,6,7,8-pentamethoxyl-flavone